tert-butyl D-prolinate N1[C@H](CCC1)C(=O)OC(C)(C)C